(R)-6-((2-Aminopyrimidin-5-yl)Methyl)-N-(3-((3-(Dimethylamino)Pyrrolidin-1-yl)Methyl)-5-(Trifluoromethyl)Phenyl)-4,5,6,7-Tetrahydrothieno[2,3-c]Pyridin-3-Carboxamid NC1=NC=C(C=N1)CN1CC2=C(CC1)C(=CS2)C(=O)NC2=CC(=CC(=C2)C(F)(F)F)CN2C[C@@H](CC2)N(C)C